ClC(=C(C(F)F)F)Cl 1,1-dichloro-2,3,3-trifluoropropene